ClC1=NC=C(C=N1)C=1C(N(C=CC1)C)=O 3-(2-Chloropyrimidin-5-yl)-1-methylpyridin-2(1H)-one